FC1([C@H](CN(CC1)[C@H](C(=O)NC1=NC=C(C=C1)C1=CC=CC=C1)C)C1=CNC(C=C1)=O)F (S)-2-((S)-4,4-difluoro-3-(6-oxo-1,6-dihydropyridin-3-yl)piperidin-1-yl)-N-(5-phenylpyridin-2-yl)propionamide